FC(C=1C=CC(=NC1)CCC(=O)O)(F)F 3-[5-(trifluoromethyl)pyridin-2-yl]Propionic acid